4-(4-acryloyl-2-vinylpiperazin-1-yl)-6-fluoro-7-(2-fluoro-6-hydroxyphenyl)-1-(2-isopropyl-4-methylpyridin-3-yl)pyrido[2,3-d]pyrimidin-2(1H)-one C(C=C)(=O)N1CC(N(CC1)C=1C2=C(N(C(N1)=O)C=1C(=NC=CC1C)C(C)C)N=C(C(=C2)F)C2=C(C=CC=C2O)F)C=C